2-methoxy-4-(4-methylpiperazin-1-yl)-1H-benzo[d]imidazole COC1=NC2=C(N1)C=CC=C2N2CCN(CC2)C